N1C=C(C2=CC=CC=C12)C=C1C(C2=CC=CC(=C2CC1)OC)=O 2-((1H-indol-3-yl)methylene)-5-methoxy-3,4-dihydronaphthalen-1(2H)-one